COC(C)O methoxy-ethan-1-ol